C(CCC(=O)OCCCCCCCCC)(=O)OCC(COC(CC(CCCCC)CCCCC)=O)(COC(CC(CCCCC)CCCCC)=O)COC(CCCN(C)C)=O 2-({[4-(Dimethylamino)butanoyl]oxy}methyl)-3-[(3-pentyloctanoyl)oxy]-2-{[(3-pentyloctanoyl)oxy]methyl}propyl nonyl butanedioate